COC(NC(CCN1CCN(CC1)C1=NC=C(C=N1)OC1=NC(=CC(=C1)CN1CCC(CC1)CNC(C)=O)C1=CC(=CC(=C1)Cl)Cl)=O)=O methyl(3-(4-(5-((4-((4-(acetamidomethyl)piperidin-1-yl) methyl)-6-(3,5-dichlorophenyl)pyridin-2-yl)oxy)pyrimidin-2-yl)piperazin-1-yl)propanoyl)carbamate